NC=1N=C(C2=C(N1)CN(C2)C(CC2CN(C2)C2=CC(=NC=C2)C(F)(F)F)=O)C 1-(2-Amino-4-methyl-5,7-dihydro-pyrrolo[3,4-d]pyrimidin-6-yl)-2-[1-(2-trifluoromethyl-pyridin-4-yl)-azetidin-3-yl]-ethanone